N-(5-Methoxy-2-((4aS,5aR)-5a-methyl-1,4,4a,5,5a,6-hexahydrocyclopropa[f]indazol-3-yl)-3H-imidazo[4,5-b]pyridin-6-yl)-N-methyl-2-morpholinoacetamide COC1=C(C=C2C(=N1)NC(=N2)C2=NNC=1C[C@@]3([C@H](CC21)C3)C)N(C(CN3CCOCC3)=O)C